2-bromo-3'-chloro-5'-fluoro-1,1'-biphenyl BrC1=C(C=CC=C1)C1=CC(=CC(=C1)F)Cl